CNC1=NC(=NC(=N1)NC1=CC=CC=C1)OCC(C(F)F)(F)F N2-methyl-N4-phenyl-6-(2,2,3,3-tetrafluoropropoxy)-1,3,5-triazine-2,4-diamine